C(CSSCCS(=O)(=O)O)S(=O)(=O)O.OCC1=CC=C(C=C1)NC(=O)[C@H](C(C)C)NC(=O)[C@H]1NCCC1 (2S)-N-[(1S)-1-[[4-(hydroxymethyl)phenyl]carbamoyl]-2-methyl-propyl]pyrrolidine-2-carboxamide 2,2'-dithiobisethanesulfonate